C(#N)C1=CC2=C(NC(=N2)CC=2C=C(C(=O)NO)C=CC2)C=C1C(F)(F)F 3-((5-cyano-6-(trifluoromethyl)-1H-benzo[d]imidazol-2-yl)methyl)-N-hydroxybenzamide